C(C)(C)(C)OC(N(C=1C2=C(N=NN1)C(=C(S2)C[C@H](C)NC(=O)OC(C)(C)C)C)CC2=CC=CC=C2)=O.O2C(=CC1=C2C=CC=C1)C1=CC=C(C=C1)NC(CC1=CC=C(C=C1)OC)=O N-(4-(benzofuran-2-yl)phenyl)-2-(4-methoxyphenyl)acetamide tert-butyl-(S)-benzyl(6-(2-((tert-butoxycarbonyl)amino)propyl)-7-methylthieno[3,2-d][1,2,3]triazin-4-yl)carbamate